IC=1C(=NC=CC1)OC1=C(C=CC=C1)/C(/C(=O)OC)=C\OC methyl (E)-2-[2-(3-iodopyridin-2-yloxy) phenyl]-3-methoxyacrylate